3-(6-(4-phosphonophenyl)-1,2,4,5-tetrazin-3-yl)propionic acid P(=O)(O)(O)C1=CC=C(C=C1)C1=NN=C(N=N1)CCC(=O)O